1,5-Diethyl-4-hydroxy-3-n-propyl-pyrazol C(C)N1N=C(C(=C1CC)O)CCC